S(=O)(=O)(OCCCCCCCCCCCC)[O-].[Na+] Sodium dodecyl sulphate